5-(4-cyclohexylphenyl)-3-[3-(fluoromethyl)azetidine-1-carbonyl]-2-(4-methyl-2-pyridyl)-4H-pyrazolo[1,5-a]pyrimidin-7-one C1(CCCCC1)C1=CC=C(C=C1)C=1NC=2N(C(C1)=O)N=C(C2C(=O)N2CC(C2)CF)C2=NC=CC(=C2)C